10-(2,4,6-trifluorophenyl)-2H-[1,4]thiazino[2,3,4-ij]quinazolin-5(3H)-one FC1=C(C(=CC(=C1)F)F)C1=CC=C2C=NC(N3C2=C1SCC3)=O